4-bromo-N-[6-(5-chloro-1,3-benzoxazol-2-yl)spiro[3.3]heptan-2-yl]-5-ethylsulfonyl-furan-2-carboxamide BrC=1C=C(OC1S(=O)(=O)CC)C(=O)NC1CC2(C1)CC(C2)C=2OC1=C(N2)C=C(C=C1)Cl